TRIMETHYL-DIMETHYL-benzylammonium chloride [Cl-].CC1=C(C([NH+](C)C)(C)C)C=CC=C1